1-[2-(2,4-dimethylbenzenesulfinyl)phenyl]-piperazine CC1=C(C=CC(=C1)C)S(=O)C1=C(C=CC=C1)N1CCNCC1